6-phenyl-3-(3-pyridyl)imidazo[1,2-b]pyridazine C1(=CC=CC=C1)C=1C=CC=2N(N1)C(=CN2)C=2C=NC=CC2